fluorophenol C1=CC=C(C(=C1)O)F